ClC1=CC=C(C=C1C1=C(C=CC=C1C)C)C=1NC(=C([N+]1[O-])C(NC1=CC(=CC=C1)C(CC)(F)F)=O)C 2-(6-chloro-2',6'-dimethyl-[1,1'-biphenyl]-3-yl)-4-((3-(1,1-difluoropropyl)phenyl)carbamoyl)-5-methyl-1H-imidazole 3-oxide